CCCCCCCCCCCCCC(=O)OC[C@H](COP(=O)([O-])OCC[N+](C)(C)C)OC(=O)CCCCC/C=C\C/C=C\C/C=C\C/C=C\C/C=C\CC 1-tetradecanoyl-2-(7Z,10Z,13Z,16Z,19Z-docosapentaenoyl)-sn-glycero-3-phosphocholine